CS(=O)(=O)CCCOC1=CC(=C(C(=C1)C)C1=CC(=CC=C1)CNC=1C=CC(=NC1)[C@@H]1[C@H](C1)C(=O)O)C (1S,2S)-2-(5-{[4'-(3-methanesulfonyl-propoxy)-2',6'-dimethyl-biphenyl-3-ylmethyl]-Amino}-pyridin-2-yl)-cyclopropanecarboxylic acid